ClC1=CC(=NC(=C1I)Cl)N 4,6-Dichloro-5-iodopyridin-2-amine